1-bromo-5-(3,5-dimethylanilino)-4-hydroxy-2-pentanone BrCC(CC(CNC1=CC(=CC(=C1)C)C)O)=O